NC1=C(C=2C(=NC=C(C2S1)F)C=1C2=C(C=3C=NC(=NC3C1Cl)N1[C@H]([C@H](CC1)NC(C)C)C)COC2)C#N 2-Amino-4-(5-chloro-3-((2S,3S)-3-(isopropylamino)-2-methylpyrrolidin-1-yl)-7,9-dihydrofuro[3,4-f]quinazolin-6-yl)-7-fluorothieno[3,2-c]pyridine-3-carbonitrile